(5-amino-2,4-dihydro-1H-pyrano[3,4-c]quinolin-9-yl)-[(3S)-3-[4-(trifluoromethoxy)phenyl]morpholin-4-yl]methanone NC1=NC=2C=CC(=CC2C2=C1COCC2)C(=O)N2[C@H](COCC2)C2=CC=C(C=C2)OC(F)(F)F